2-methylpyrazol CN1N=CC=C1